lithium (2,4-dichlorophenoxy)acetate ClC1=C(OCC(=O)[O-])C=CC(=C1)Cl.[Li+]